tert-butyl 4-{5-[4-(tert-butylamino)-6-chloropyridin-3-yl]-1,3,4-thiadiazol-2-yl}piperazine-1-carboxylate C(C)(C)(C)NC1=C(C=NC(=C1)Cl)C1=NN=C(S1)N1CCN(CC1)C(=O)OC(C)(C)C